tert-Butyl-4-[2-chloro-5-(ethoxycarbonyl)anilino]piperidine C(C)(C)(C)N1CCC(CC1)NC1=C(C=CC(=C1)C(=O)OCC)Cl